N-(1-amino-3,3-dimethyl-1-oxobutan-2-yl)-1-benzyl-1H-indazole-3-carboxamide NC(C(C(C)(C)C)NC(=O)C1=NN(C2=CC=CC=C12)CC1=CC=CC=C1)=O